(S)-N-(1-cyanocyclopropyl)-4-(2,2-difluoro-7-((5-methoxy-7-methyl-1H-indol-4-yl)methyl)-7-azaspiro[3.5]nonan-6-yl)benzamide C(#N)C1(CC1)NC(C1=CC=C(C=C1)[C@@H]1CC2(CC(C2)(F)F)CCN1CC1=C2C=CNC2=C(C=C1OC)C)=O